N-cis-4-Hydroxytetrahydro-furan-3-yl-2-(1-methyl-1H-pyrazol-4-yl)-3-oxo-6-[4-(trifluoromethyl)phenyl]-2,3-dihydropyridazine-4-carboxamide OC1C(COC1)C1=C(C(N(N=C1C1=CC=C(C=C1)C(F)(F)F)C=1C=NN(C1)C)=O)C(=O)N